FC(C(C)(C)N1N=NC(=C1)[C@H](C=1C(=NC(=CC1)F)C)NC=1C=C2C(=C(C=NC2=C(C1)C#N)C#N)NCC(C)(C)C)F (S)-6-(((1-(1,1-difluoro-2-methylpropan-2-yl)-1H-1,2,3-triazol-4-yl)(6-fluoro-2-methylpyridin-3-yl)methyl)amino)-4-(neopentylamino)quinoline-3,8-dicarbonitrile